ClC=1C=CC(=C(C(=O)OC)C1)NC1=C(C=NC2=CC=C(C=C12)Cl)C1CCOCC1 methyl 5-chloro-2-[(6-chloro-3-tetrahydropyran-4-yl-4-quinolyl)amino]benzoate